(4-amino-1,7-dimethyl-1H-pyrazolo[4,3-c]quinolin-8-yl)(7-(3-fluoropyridin-2-yl)-6,7-diazaspiro[3.4]octan-6-yl)methanone NC1=NC=2C=C(C(=CC2C2=C1C=NN2C)C(=O)N2CC1(CCC1)CN2C2=NC=CC=C2F)C